[F-].[Pr+3].[F-].[F-] Praseodymium fluoride